CC=1NC(=C(C(C1C#N)C1=CSC2=NC=CC=C21)C#N)C 2,6-Dimethyl-4-(thieno[2,3-b]pyridin-3-yl)-1,4-dihydropyridin-3,5-dicarbonitril